BrC=1C=C(C=CC1)NC(CC(C(C)C)=O)=O N-(3-bromophenyl)-4-methyl-3-oxopentanamide